BrC1=C(C=C(C=C1)CC1OCCCN(C1)C(=O)OC(C)(C)C)Cl Tert-butyl 2-[(4-bromo-3-chloro-phenyl)methyl]-1,4-oxazepane-4-carboxylate